NCCCC(S)S 4-Aminobutane-1,1-dithiol